O=C1NC(CCC1C=1C(=C2C(NC(C2=CC1)=O)=O)F)=O (2,6-dioxopiperidine-3-yl)-4-fluoro-isoindole-1,3-dione